tert-butyl (2S,4S)-4-((7-bromo-6-chloro-8-fluoro-2-((S)-1-((S)-1-methylpyrrolidin-2-yl)ethoxy)-3-nitroquinolin-4-yl)amino)-2-(cyanomethyl)piperidine-1-carboxylate BrC1=C(C=C2C(=C(C(=NC2=C1F)O[C@@H](C)[C@H]1N(CCC1)C)[N+](=O)[O-])N[C@@H]1C[C@H](N(CC1)C(=O)OC(C)(C)C)CC#N)Cl